6-cyano-5-(4-((5-(3-ethylureido)-6-oxo-1,6-dihydropyridin-3-yl)methyl)piperazin-1-yl)-N-methylpicolinamide C(#N)C1=C(C=CC(=N1)C(=O)NC)N1CCN(CC1)CC1=CNC(C(=C1)NC(=O)NCC)=O